6-(4-((5-fluoro-2-methoxybenzoylamino)methyl)phenyl)-4-(pyrrolidin-1-yl)-1H-pyrazolo[4,3-c]pyridine-7-carboxamide FC=1C=CC(=C(C(=O)NCC2=CC=C(C=C2)C2=C(C3=C(C(=N2)N2CCCC2)C=NN3)C(=O)N)C1)OC